Cl.CC1(CC(C2=C(C(=C(S2)NC(C2=CC=C(C=C2)N2CCN(CC2)C)=O)C(=O)O)C1)(C)C)C 5,5,7,7-Tetramethyl-2-[[4-(4-methylpiperazin-1-yl)benzoyl]amino]-4,6-dihydrobenzothiophene-3-carboxylic acid hydrochloride salt